[3,3-dimethyl-1-(2H-tetraazol-5-yl)butyl](1-methyl-1H-1,7-diazainden-5-yl)amine CC(CC(C=1N=NNN1)NC=1C=C2C=CN(C2=NC1)C)(C)C